C(C(C)(C)C)(=O)OOCCCCCC hexyl peroxypivalate